N,N-Dimethyl-2-azaspiro[3.3]heptan-5-amine dihydrochloride Cl.Cl.CN(C1C2(CNC2)CC1)C